C(C)C=1C(=CC=C2C=C(C=C(C12)B1OC(C(O1)(C)C)(C)C)OCOC)F 2-(8-ethyl-7-fluoro-3-(methoxymethoxy)naphthalene-1-yl)-4,4,5,5-Tetramethyl-1,3,2-dioxaborolane